C(C)OC(=O)C1=C(NC(=N[C@H]1C1=C(C(=CC=C1)F)C)C=1SC=CN1)CN1C[C@@H]2N(CC1)C(N(C2)C21CC(C2)C1)=O 3-((S)-7-(((S)-5-(ethoxycarbonyl)-6-(3-fluoro-2-methylphenyl)-2-(thiazol-2-yl)-3,6-dihydropyrimidin-4-yl)methyl)-3-oxohexahydroimidazo[1,5-a]pyrazin-2(3H)-yl)bicyclo[1.1.1]pentane